6-chloro-N-{(3S)-4-[2-(4-chloro-3-fluorophenoxy)acetamido]-3-hydroxybicyclo[2.2.2]octan-1-yl}-4-methyl-3,4-dihydro-2H-1,4-benzoxazine-2-carboxamide ClC=1C=CC2=C(N(CC(O2)C(=O)NC23C[C@@H](C(CC2)(CC3)NC(COC3=CC(=C(C=C3)Cl)F)=O)O)C)C1